FC1=CC(=C(C=C1)N1CN(C(C2=CC=C(C=C12)B1OC(C(O1)(C)C)(C)C)=O)C=1C(=NC(=CC1)OC)C)C 1-(4-Fluoro-2-methylphenyl)-3-(6-methoxy-2-methylpyridin-3-yl)-7-(4,4,5,5-tetramethyl-1,3,2-dioxaborolan-2-yl)-2,3-dihydroquinazolin-4(1H)-one